O1C(=CC=C1)[Si](C=C)(C=C)C=1OC=CC1 di(2-furyl)divinyl-silane